[K].NCCCS(=O)(=O)NC(NC1=C2CCCC2=CC=2CCCC12)=O 3-Amino-N-((1,2,3,5,6,7-hexahydro-s-indacen-4-yl)carbamoyl)propane-1-sulfonamide potassium salt